N[C@@H](CCSC)B(O)O (R)-(1-amino-3-(methylthio)propyl)boronic acid